C(C)OC1N(C2=CC=CC=C2C=C1)C(=O)OCC 2-ethoxy-N-ethoxy-carbonyl-1,2-dihydroquinoline